4-bromo-2-methoxy-6-methylbenzamide BrC1=CC(=C(C(=O)N)C(=C1)C)OC